3-(pyridin-3-yl)propionamide dihydrochloride Cl.Cl.N1=CC(=CC=C1)CCC(=O)N